BrC1=CC(=C(C=C1)Cl)CC 1-bromo-4-chloro-3-ethylbenzene